OCCCCOC=1C=C(C=CC1N1CCN(CC1)C)NC=1N=CC2=C(N1)NC(C=C2C#C[Si](C(C)C)(C(C)C)C(C)C)=O 2-((3-(4-hydroxybutoxy)-4-(4-methylpiperazin-1-yl)phenyl)amino)-5-((triisopropylsilyl)ethynyl)pyrido[2,3-d]pyrimidin-7(8H)-one